CN1C(N(C2=C1C=C(C=C2)N2CCC(CC2)=O)C2C(NC(CC2)=O)=O)=O 3-[3-methyl-2-oxo-5-(4-oxo-1-piperidyl)benzimidazol-1-yl]piperidine-2,6-dione